dimethyltin di(2-ethylhexanoate) C(C)C(C(=O)[O-])CCCC.C(C)C(C(=O)[O-])CCCC.C[Sn+2]C